C(CCC)(=O)OC(CC1=CC=CC=C1)CCC ethyl-1-phenylpropan-2-yl butyrate